NC=1C=CC(=C2CN(C(C12)=O)CC(C(=O)N)=C)C1=CC=C2C=NN(C2=C1)C 2-{[7-amino-4-(1-methyl-1H-indazol-6-yl)-1-oxo-2,3-dihydro-1H-isoindol-2-yl]methyl}prop-2-enamide